ClC1=CC(=C(COC2=CC=CC(=N2)N2CC(N(CC2=O)CC2=NC3=C(N2C[C@H]2OCC2)C=C(C=C3)C(=O)O)=O)C=C1)F (S)-2-((4-(6-(4-chloro-2-fluorobenzyloxy)pyridin-2-yl)-2,5-dioxopiperazin-1-yl)methyl)-1-(oxetan-2-ylmethyl)-1H-benzo[d]imidazole-6-carboxylic acid